tert-butyl 4-(6-benzyl-4-cyano-3-(1,1-dioxidothiomorpholino)-5,6,7,8-tetrahydro-2,6-naphthyridin-1-yl)piperazine-1-carboxylate C(C1=CC=CC=C1)N1CC=2C(=C(N=C(C2CC1)N1CCN(CC1)C(=O)OC(C)(C)C)N1CCS(CC1)(=O)=O)C#N